C(C)(C)(C)OC(NC=1C(=NC(=NC1)C=1C=NC=C(C1)F)C)=O N-[2-(5-fluoro-3-pyridinyl)-4-methyl-pyrimidin-5-yl]carbamic acid tert-butyl ester